(E)-1-Methyl-1'-(2-(pyrrolidin-1-yl)ethyl)-[3,3'-biindolinylidene]-2,2'-dione hydrochloride Cl.CN1C(/C(/C2=CC=CC=C12)=C\1/C(N(C2=CC=CC=C12)CCN1CCCC1)=O)=O